N1C=NC(=C1)N imidazol-4-amine